(S)-4-amino-5-((R)-3-(4-amino-(4-phenoxyphenyl)-1H-pyrazolo[3,4-d]pyrimidin-1-yl)piperidin-1-yl)-5-oxopentanamide N[C@@H](CCC(=O)N)C(=O)N1C[C@@H](CCC1)N1N=C(C=2C1=NC=NC2N)C2=CC=C(C=C2)OC2=CC=CC=C2